C(C)(C)(C)OC(NC1CCN(CC1)CC1=CC=C(C=C1)NC1=NC(=CC=C1[N+](=O)[O-])Cl)=O tert-Butyl(1-(4-((6-chloro-3-nitropyridin-2-yl)amino)benzyl)piperidin-4-yl)carbamate